1-(5-(9-((2,5-diazabicyclo[2.2.1]heptan-2-yl)methyl)-3-azaspiro[5.5]undec-3-carbonyl)-2-chlorophenyl)dihydropyrimidine-2,4(1H,3H)-dione C12N(CC(NC1)C2)CC2CCC1(CCN(CC1)C(=O)C=1C=CC(=C(C1)N1C(NC(CC1)=O)=O)Cl)CC2